5-(1-acetyl-5-phenylpyrazolidine-3-ylidene)-1,3-dimethylbarbituric acid C(C)(=O)N1NC(CC1C1=CC=CC=C1)=C1C(N(C(N(C1=O)C)=O)C)=O